2-methyl-1-oxo-3,4-dihydroisoquinoline-7-carbonitrile CN1C(C2=CC(=CC=C2CC1)C#N)=O